OCCNC(C(O)C)=O N-(beta-Hydroxyethyl)-lactamide